1-(4,7-dihydro-5H-thieno[2,3-c]pyran-7-yl)-N-methylmethane-d2-amine S1C=CC2=C1C(OCC2)C(NC)([2H])[2H]